FC1(CCN(CC1)S(=O)(=O)C=1C=NN(C1C(F)(F)F)C)C=1C(=CC=2N(C1)N=CN2)C 6-(4-fluoro-1-((1-methyl-5-(trifluoromethyl)-1H-pyrazol-4-yl)sulfonyl)piperidin-4-yl)-7-methyl-[1,2,4]triazolo[1,5-a]pyridine